NC=1C=NC=CC1C=O 3-aminopyridine-4-aldehyde